[Na].BrCCC 3-bromopropane sodium